FC1(CCN(CCC1)C1=NC2=CC=CC=C2C=C1C=1NC=2C=CN=C(C2C(C1)=O)C(=O)N)F 2-[2-(4,4-difluoroazepan-1-yl)-3-quinolyl]-4-oxo-1H-1,6-naphthyridine-5-carboxamide